C(=O)C=1C=NN(C1)C1=NC=C(C(=N1)OC)C#N 2-(4-formyl-1H-pyrazol-1-yl)-4-methoxypyrimidine-5-carbonitrile